ClC=1N(N=C2C1N=NN(C2=O)[C@@H]2C[C@@H](OCC2)CO)CC2=C(C=CC=C2)F 7-chloro-6-(2-fluorobenzyl)-3-((2R,4S)-2-(hydroxymethyl)tetrahydro-2H-pyran-4-yl)-3,6-dihydro-4H-pyrazolo[4,3-d][1,2,3]triazin-4-one